triethyl-hydroxylamine C(C)ON(CC)CC